Monobenzyl-octadecanedioic acid C(C1=CC=CC=C1)C(C(=O)O)CCCCCCCCCCCCCCCC(=O)O